O1C2=C(OCC1)C=C(C=C2)C(CCN2CC(CC2)C2=CC(=C(C=C2)F)O)=O 1-(2,3-dihydrobenzo[b][1,4]dioxin-6-yl)-3-(3-(4-fluoro-3-hydroxyphenyl)pyrrolidin-1-yl)propan-1-one